The molecule is a member of the class of chromones that is chromone which is substituted by a 2-(4-methoxyphenyl)ethyl group at position 2. It is found in agarwood, a fragrant resinous heartwood from trees of the genus Aquilaria. It has a role as a plant metabolite. It is a member of chromones and a monomethoxybenzene. It derives from a chromone. COC1=CC=C(C=C1)CCC2=CC(=O)C3=CC=CC=C3O2